C(C1=CC=CC=C1)(=O)C1=CC=C(C(=O)N[C@H]2[C@@H](CC3=CC=CC=C23)NC(C2=CC=NC=C2)=O)C=C1 N-((1r,2r)-1-(4-benzoylbenzamido)-2,3-dihydro-1H-inden-2-yl)isonicotinamide